Benzoic acid, heptyl ester C(C1=CC=CC=C1)(=O)OCCCCCCC